4-((1'-(5-methoxy-2-(1-methyl-1H-pyrazol-4-yl)-4-nitrophenyl)-[4,4'-bipiperidin]-1-yl)methyl)piperidine-1-carboxylic acid tert-butyl ester C(C)(C)(C)OC(=O)N1CCC(CC1)CN1CCC(CC1)C1CCN(CC1)C1=C(C=C(C(=C1)OC)[N+](=O)[O-])C=1C=NN(C1)C